bis((4R,4aS,7aR,12bS)-4a-hydroxy-9-methoxy-3-methyl-2,3,4,4a,5,7a-hexahydro-1H-4,12-methanobenzofuro[3,2-e]isoquinolin-7-yl) adipate C(CCCCC(=O)OC=1[C@H]2[C@@]34CCN([C@@H]([C@@]3(CC1)O)CC1=CC=C(C(=C14)O2)OC)C)(=O)OC=2[C@H]1[C@@]43CCN([C@@H]([C@@]4(CC2)O)CC2=CC=C(C(=C23)O1)OC)C